C(#N)C1=CC(=C(COC2=CC=CC(=N2)N2CCN(CC2)[C@@H](C)C2=NC3=C(N2C[C@H]2OCC2)C=C(C=C3)C(=O)O)C=C1)F 2-((S)-1-(4-(6-((4-cyano-2-fluorobenzyl)oxy)pyridine-2-yl)piperazin-1-yl)ethyl)-1-(((S)-oxetan-2-yl)methyl)-1H-benzo[d]imidazole-6-carboxylic acid